(2,3,4,5,6-pentadeuteriophenyl)boronic acid [2H]C1=C(C(=C(C(=C1[2H])[2H])[2H])[2H])B(O)O